The molecule is a 16alpha-hydroxy steroid, a 3-oxo steroid, a 17-oxo steroid, an androstanoid and a secondary alpha-hydroxy ketone. It has a role as a mouse metabolite. C[C@]12CCC(=O)C=C1CC[C@@H]3[C@@H]2CC[C@]4([C@H]3C[C@H](C4=O)O)C